C(N)(=O)C1=CC(=C(OCC2=C(SC3=C2C(=NC=C3)OC)C(=O)O)C(=C1)CO)F 3-((4-carbamoyl-2-fluoro-6-(hydroxymethyl)phenoxy)methyl)-4-methoxythieno[3,2-c]pyridine-2-carboxylic acid